N-(1-cyclobutyl-7-fluoro-6-(2,2,2-trifluoroethoxy)-1H-benzo[d]imidazol-2-yl)-3,3-dimethylbutanamide C1(CCC1)N1C(=NC2=C1C(=C(C=C2)OCC(F)(F)F)F)NC(CC(C)(C)C)=O